3-[4-[(cyclohexylamino)-carbonyl]-2-oxazolyl]-7-oxabicyclo[2.2.1]hept-2-yl-4-hexenoic acid C1(CCCCC1)NC(=O)C=1N=C(OC1)C1C(C2CCC1O2)C(C(=O)O)CC=CC